CN1C(=NC2=C(C=C(C=C2C1=O)C)C(C)NC1=C(C(=O)O)C=CC=C1)C1=CC=CC=C1 2-((1-(3,6-dimethyl-4-oxo-2-phenyl-3,4-dihydroquinazolin-8-yl)ethyl)amino)benzoic acid